(3R)-3-(4-(7-(2-(3-benzoylphenyl)propionyl)-7H-pyrrolo[2,3-d]pyrimidin-4-yl)-1H-pyrazole-1-yl)-3-cyclopentylpropionitrile C(C1=CC=CC=C1)(=O)C=1C=C(C=CC1)C(C(=O)N1C=CC2=C1N=CN=C2C=2C=NN(C2)[C@H](CC#N)C2CCCC2)C